O[C@H]1C[C@@H]2[C@H](N[C@H]1CC2)C(=O)OCC ethyl (1s,3s,4r,6s)-6-hydroxy-2-azabicyclo[2.2.2]octane-3-carboxylate